3-[3-(4-triflylphenyl)-1-bicyclo[1.1.1]pentanyl]azetidine-1-carboxylic acid tert-butyl ester C(C)(C)(C)OC(=O)N1CC(C1)C12CC(C1)(C2)C2=CC=C(C=C2)S(=O)(=O)C(F)(F)F